calcium 5-nitroisophthalate [N+](=O)([O-])C=1C=C(C=C(C(=O)[O-])C1)C(=O)[O-].[Ca+2]